C(C)(C)(C)OC(=O)N1CCC2(CC1)NC(C=1N2C(C=CC1C)=O)=O 8-methyl-1,5-dioxo-1,5-dihydro-2H-spiro[imidazo[1,5-a]pyridine-3,4'-piperidine]-1'-carboxylic acid tert-butyl ester